[Fe].O1CCN(CCC1)NC1=CC=CC(=C1)C(F)(F)F (1,4-oxaazepan-4-yl)-5-(trifluoromethyl)aniline iron